ClC=1C(=CC(=C(C1)NC1=NC=NC2=CC(=C(C=C12)NC(/C(=C\[C@@H]1N(CCC1)C)/F)=O)OC)OC)OC1=CC(=CC=C1)F (R,E)-N-(4-((5-chloro-4-(3-fluorophenoxy)-2-methoxyphenyl)amino)-7-methoxyquinazolin-6-yl)-2-fluoro-3-(1-methylpyrrolidin-2-yl)acrylamide